N-(4-chlorobenzo[d]isoxazol-3-yl)-5-vinyl-2,3-dihydrobenzofuran-7-sulfonamide ClC1=CC=CC2=C1C(=NO2)NS(=O)(=O)C2=CC(=CC=1CCOC12)C=C